O1CCN(CC1)C1=CC=C(C=C1)NC1=NC=CC(=N1)OCC1CCC(CC1)O 4-(((2-((4-morpholinophenyl)amino)pyrimidin-4-yl)oxy)methyl)cyclohexanol